6-chloro-7-(8-chloronaphthalen-1-yl)-4-((1R,5R)-2-(2-fluoroacryloyl)-2,6-diazabicyclo[3.2.0]hept-6-yl)-2-((tetrahydro-1H-pyrrolizin-7a(5H)-yl)methoxy)quinoline-3-acetonitrile ClC=1C=C2C(=C(C(=NC2=CC1C1=CC=CC2=CC=CC(=C12)Cl)OCC12CCCN2CCC1)CC#N)N1[C@@H]2CCN([C@@H]2C1)C(C(=C)F)=O